2,2'-OXYBIS(4,4,6-TRIMETHYL-1,3,2-DIOXABORINANE) O(B1OC(CC(O1)(C)C)C)B1OC(CC(O1)(C)C)C